FC(C1CCC(CC1)C(=O)O)(F)F 4-(trifluoromethyl)cyclohexane-1-carboxylic acid